FC1=C(C(=O)N)C(=CC(=C1)C(F)(F)F)OC 2-fluoro-6-methoxy-4-(trifluoromethyl)benzamide